3-({[2-amino-5-(trifluoromethoxy)phenyl]aminomethyl}amino)-N-methyl-3-[3-(trifluoromethyl)phenyl]propanamide NC1=C(C=C(C=C1)OC(F)(F)F)NCNC(CC(=O)NC)C1=CC(=CC=C1)C(F)(F)F